3-[[4-[(E)-3-(4-Butoxy-3-methoxyphenyl)prop-2-enoyl]phenyl]sulfonylamino]propanoic acid C(CCC)OC1=C(C=C(C=C1)/C=C/C(=O)C1=CC=C(C=C1)S(=O)(=O)NCCC(=O)O)OC